NC1=C(C(=NN1C1=CC(=CC=C1)F)C1=CC=C(C=C1)CNC(C1=C(C=CC=C1)OC)=O)C#N N-[[4-[5-amino-4-cyano-1-(3-fluorophenyl)pyrazol-3-yl]phenyl]methyl]-2-methoxy-benzamide